β-deutero-N,N-dimethyltryptamine fumarate C(\C=C\C(=O)O)(=O)O.[2H]C(CN(C)C)C1=CNC2=CC=CC=C12